1,2,4,5-tetrakis(4-pyridyl)benzene N1=CC=C(C=C1)C1=C(C=C(C(=C1)C1=CC=NC=C1)C1=CC=NC=C1)C1=CC=NC=C1